tert-butyl N-[4-methyl-3-[1-[4-[2-(4-piperidyl)ethynyl]-1-naphthyl]ethylcarbamoyl]phenyl]carbamate CC1=C(C=C(C=C1)NC(OC(C)(C)C)=O)C(NC(C)C1=CC=C(C2=CC=CC=C12)C#CC1CCNCC1)=O